(E)-N-((1,2,3,5,6,7-hexahydro-s-indacen-4-yl)carbamoyl)-2-(1-methylpiperidin-4-yl)ethenesulfonamide C1CCC2=C(C=3CCCC3C=C12)NC(=O)NS(=O)(=O)\C=C\C1CCN(CC1)C